acryloxypropyl-dimethyl-methoxysilane benzyl-N-[2-(5-bromo-2-chloro-pyrimidin-4-yl)oxyethyl]carbamate C(C1=CC=CC=C1)OC(NCCOC1=NC(=NC=C1Br)Cl)=O.C(C=C)(=O)OCCC[Si](OC)(C)C